CC1=NC(=CC=C1O[C@@H]1C[C@H](CCC1)C(=O)O)C=1N=NN(C1CNC1=NOC(=N1)C1CC12CC2)C (1S,3S)-3-((2-Methyl-6-(1-methyl-5-(((5-(spiro[2.2]pentan-1-yl)-1,2,4-oxadiazol-3-yl)amino)methyl)-1H-1,2,3-triazol-4-yl)pyridin-3-yl)oxy)cyclohexane-1-carboxylic acid